(S)-3-amino-7-methoxy-5-methyl-2,3-dihydrobenzo[b][1,4]oxazepin-4(5H)-one hydrochloride Cl.N[C@@H]1C(N(C2=C(OC1)C=CC(=C2)OC)C)=O